(RS)-2-(4-chloro-o-tolyloxy)propionic acid ClC1=CC(=C(C=C1)C)O[C@@H](C(=O)O)C |r|